(2R,3S)-3-(pyrrolidine-1-carbonyl)piperidine N1(CCCC1)C(=O)[C@@H]1CNCCC1